5-benzyl-3,6,14-trioxo-1-phenyl-2-oxa-4,7,13,15-tetraazaoctadecane C(C1=CC=CC=C1)C(NC(OCC1=CC=CC=C1)=O)C(NCCCCCNC(NCCC)=O)=O